isoindolin-1-one Dihydrochloride Cl.Cl.C1(NCC2=CC=CC=C12)=O